1-amino-3-bromopyrazin-1-ium 2,4,6-trimethylbenzenesulfonate CC1=C(C(=CC(=C1)C)C)S(=O)(=O)[O-].N[N+]1=CC(=NC=C1)Br